6-(3-methyl-4-oxo-3,4-dihydro-phthalazin-1-yl)-3,4-dihydro-isoquinoline-2(1H)-sulfonamide hydrochloride Cl.CN1N=C(C2=CC=CC=C2C1=O)C=1C=C2CCN(CC2=CC1)S(=O)(=O)N